9-fluoro-8-(1H-indol-4-yl)-1,4,4-trimethyl-5H-[1,2,4]triazolo[4,3-a]quinoxaline FC=1C(=CC=C2NC(C=3N(C12)C(=NN3)C)(C)C)C3=C1C=CNC1=CC=C3